ClC1=NC(=CC=C1C(=O)NS(=O)(=O)C1=CC=CC(=N1)NCCCC1CC(N(C1)C(=O)OC(C)(C)C)(C)C)N1N=C(C=C1)OCC1C2(C13CC3)CC2 tert-Butyl 4-[3-[[6-[[2-chloro-6-[3-(dispiro[2.0.2.1]heptan-7-ylmethoxy)pyrazol-1-yl]pyridine-3-carbonyl]sulfamoyl]-2-pyridyl]amino]propyl]-2,2-dimethyl-pyrrolidine-1-carboxylate